N1=C2C(=NC(=C1)CC=1N(C=3C(=C4CC[C@@H](N(C4=CC3)C(=O)OC)C)N1)C1CCCCC1)NC=C2 (1R,3R)-3-((S)-2-((5H-Pyrrolo[2,3-b]pyrazin-3-yl)methyl)-6-(methoxycarbonyl)-7-methyl-6,7,8,9-tetrahydro-3H-imidazo[4,5-f]chinolin-3-yl)cyclohexan